NC=1C=C2CCNC(C2=CC1)=O 6-amino-3,4-dihydroisoquinolin-1(2H)-one